1,1-Dichloroethen sodium [Na].ClC(=C)Cl